N-[(3R)-1-Ethyl-3-piperidyl]-6-(1H-indol-6-yl)-5-methyl-1,2,4-triazin-3-amine C(C)N1C[C@@H](CCC1)NC=1N=NC(=C(N1)C)C1=CC=C2C=CNC2=C1